N-benzyl-1,2,4-triazine-3-carboxylic acid C(C1=CC=CC=C1)N1NC(=NC=C1)C(=O)O